FC1=C(C#N)C=CC(=C1)O[C@@H](COC(C1=CC=CC=C1)(C1=CC=CC=C1)C1=CC=CC=C1)CCCCCCCCCCCCCCCCCCC (R)-2-fluoro-4-((1-(trityloxy)henicosan-2-yl)oxy)benzonitrile